1-((5,6-bis(benzyloxy)pyrimidin-4-yl)methyl)-3-isopropyl-4-(4-((4-((1-oxidothiomorpholino)methyl)phenyl)ethynyl)phenyl)imidazolidin-2-one C(C1=CC=CC=C1)OC=1C(=NC=NC1OCC1=CC=CC=C1)CN1C(N(C(C1)C1=CC=C(C=C1)C#CC1=CC=C(C=C1)CN1CCS(CC1)=O)C(C)C)=O